COCC1(CC1)N 1-(methoxymethyl)cyclopropan-1-amine